ClC1=C(C=NN1CC(C)(O)C)NC1=NC2=CC(=C(C=C2C=N1)Cl)[C@H]1[C@@H](CN(CC1)C)F |o1:23,24| (3S,4S) or (3R,4R)-1-(5-chloro-4-{[6-chloro-7-(3-fluoro-1-methylpiperidin-4-yl)quinazolin-2-yl]amino}-1H-pyrazol-1-yl)-2-methylpropan-2-ol